[Cl-].C(CCCCCCCCCCCCCCCCC)(=O)OCC[N+](C)(C)CCOC(CCCCCCCCCCCCCCCCC)=O N,N-bis(stearoyl-oxyethyl)N,N-dimethyl-ammonium chloride